2-Cyclooctyl-2-[(5-methoxy-pyridin-2-yl)amino]-N-(2-oxospiro[1H-indole-3,4'-oxane]-6-yl)acetamide C1(CCCCCCC1)C(C(=O)NC1=CC=C2C(=C1)NC(C21CCOCC1)=O)NC1=NC=C(C=C1)OC